CN(CCNC1=NC(=CC=C1)C1=CC=2N=C(N=C(C2O1)N1CCOCC1)N1N=CC(=C1)C=1C=C(C=CC1)C)C N1,N1-dimethyl-N2-(6-(4-morpholino-2-(4-(m-tolyl)-1H-pyrazol-1-yl)furo[3,2-d]pyrimidin-6-yl)pyridin-2-yl)ethane-1,2-diamine